COC=1C=C(N)C=CC1OC1=CC(=NC=C1)C=1C=NN(C1)C 3-methoxy-4-((2-(1-methyl-1H-pyrazol-4-yl)pyridine-4-yl)oxy)aniline